BrC=1C=CC=2N(C1)C(=CN2)C2=NC(=NC=C2C)NC2CCC(CC2)N(C)C N1-(4-(6-Bromoimidazo[1,2-a]pyridin-3-yl)-5-methylpyrimidin-2-yl)-N4,N4-dimethylcyclohexane-1,4-diamine